N1(CCNCC1)C(=O)C=1SC=CC1 piperazine-1-yl-(thiophen-2-yl)methanone